COC=1C=C(OC2=NC=C(C=N2)NC2=NC=CC=C2N)C=CC1 N2-[2-(3-methoxyphenoxy)pyrimidin-5-yl]pyridine-2,3-diamine